N-(4-chloro-2,6-diisopropylphenylcarbamoyl)-3-cyano-5-(2-hydroxypropan-2-yl)benzenesulfonamide ClC1=CC(=C(C(=C1)C(C)C)NC(=O)NS(=O)(=O)C1=CC(=CC(=C1)C(C)(C)O)C#N)C(C)C